1-[3-[5-(difluoromethoxy)pyrimidin-2-yl]pyrazin-2-yl]ethanamine FC(OC=1C=NC(=NC1)C=1C(=NC=CN1)C(C)N)F